C(C1=CC=CC=C1)OC(=O)N1C[C@H]2N(C3=C(NC2=O)N=C(C=C3)C(=O)NC)CC1.C(C)(C)(CC)OOC(=O)OCCOCC(CC)(COCCOC(=O)OOC(C)(C)CC)COCCOC(=O)OOC(C)(C)CC |r| 1,1,1-tris[2-(tert-amylperoxy-carbonyloxy)ethoxymethyl]propane Benzyl-(±)-8-(methylaminocarbonyl)-5-oxo-1,2,4,4a,5,6-hexahydro-3H-pyrazino[1,2-a]pyrido[2,3-e]pyrazine-3-carboxylate